C(CCCCCC)C1=CC(=C(C(=O)O)C(=C1)C)C 4-heptyl-2,6-dimethylbenzoic acid